NC(=O)CCC1(OB(OC1(C)C)C1=CC=CC=C1)C (aminocarbonyl-methyl)phenylboronic acid pinacol ester